The molecule is a polysaccharide derivative with a repeating unit consisting of alpha-D-galactosyl, 2-O-acetyl-beta-L-rhamnosyl, beta-D-glucosyl and N-acetyl-beta-D-galactosaminyl residues linked sequentially (1->3), (1->4) and (1->3), to the galactosyl and N-acetyl-beta-D-galactosaminyl residues of which are attached respectively a beta-D-galactosyl residue and an N-acetyl-alpha-D-glucosaminyl-(1->2)-alpha-L-rhamnosyl disaccharide unit via (1->2) and (1->4) linkages respectively, with all repeating units being linked (1->6). The repeating unit corresponds to that of the capsular polysaccharide of Streptococcus pneumoniae serotype 7F (ST7F). C[C@H]1[C@@H]([C@H]([C@H]([C@@H](O1)O[C@H]2[C@H](O[C@H]([C@@H]([C@H]2O[C@H]3[C@@H]([C@H]([C@@H]([C@H](O3)CO)O[C@@H]4[C@@H]([C@@H]([C@H]([C@@H](O4)C)O)O[C@@H]5[C@@H]([C@H]([C@H]([C@H](O5)CO)O)O)O[C@H]6[C@@H]([C@H]([C@H]([C@H](O6)CO)O)O)O)OC(=O)C)O)O)NC(=O)C)O)CO)O[C@@H]7[C@@H]([C@H]([C@@H]([C@H](O7)CO)O)O)OC(=O)C)O)O